C(C)(C)(C)[P+](C)(C)C(C)(C)C di-tert-butyldimethylphosphonium